arginino succinate C(CCC(=O)[O-])(=O)ON[C@@H](CCCNC(N)=N)C(=O)O